7-(8-chloronaphthalen-1-yl)-2-(((2R,7aS)-2-fluorohexahydro-1H-pyrrolizin-7a-yl)methoxy)-5,6,7,8-tetrahydropyrido[3,4-d]pyrimidin-4-yl trifluoromethanesulfonate FC(S(=O)(=O)OC=1C2=C(N=C(N1)OC[C@]13CCCN3C[C@@H](C1)F)CN(CC2)C2=CC=CC1=CC=CC(=C21)Cl)(F)F